N-(3-(6-chloro-5-morpholinopyridin-3-yl)-4-methylphenyl)-2-(trifluoromethyl)isonicotinamide ClC1=C(C=C(C=N1)C=1C=C(C=CC1C)NC(C1=CC(=NC=C1)C(F)(F)F)=O)N1CCOCC1